indol-4-yl hydrogen phosphate P(=O)(OC1=C2C=CNC2=CC=C1)(O)[O-]